(4-phenyloxyphenyl) phenyl sulfoxide C1(=CC=CC=C1)S(=O)C1=CC=C(C=C1)OC1=CC=CC=C1